5-{5,5'-difluoro-[3,3'-bipyridyl]-2-yl}-1-methylpyrrolidine-3-carboxylic acid FC=1C=C(C(=NC1)C1CC(CN1C)C(=O)O)C=1C=NC=C(C1)F